NC1=NC(=C(C(=C1C#N)C1=CC=C(C=C1)OC1CC(C1)O)C#N)SCC=1C=NC=CC1 2-amino-4-(4-((1r,3r)-3-hydroxycyclobutoxy)phenyl)-6-((pyridin-3-ylmethyl)thio)pyridine-3,5-dicarbonitrile